C[C@@H]1CC[C@H]([C@H](C1)CC(=O)O)C(C)C.C(C)(=O)OC1CC(CCC1C(C)C)C menthyl acetate ([(1R,2S,5R)-5-methyl-2-propan-2-ylcyclohexyl]acetate)